tert-butyl (8-fluoro-2'-(methylsulfonyl)-4'-(1,4-oxazepan-4-yl)-3,4,5',8'-tetrahydro-2H-spiro[naphthalene-1,7'-pyrano[4,3-d]pyrimidin]-7-yl)carbamate FC=1C(=CC=C2CCCC3(CC=4N=C(N=C(C4CO3)N3CCOCCC3)S(=O)(=O)C)C12)NC(OC(C)(C)C)=O